C(#N)C=1N=C(C2=C(N1)N(C=C2)[C@H]2[C@@H]([C@@H]([C@H](O2)COCP(O)(O)=O)O)O)NC [(2R,3S,4R,5R)-5-[2-cyano-4-(methyl-amino)pyrrolo[2,3-d]-pyrimidin-7-yl]-3,4-dihydroxy-tetrahydro-furan-2-yl]methoxy-methylphosphonic acid